C(C)CC(CC(=O)[O-])=O.[Zr+4].FC=1C(=CC(=NC1)NN)I.C(C)CC(CC(=O)[O-])=O.C(C)CC(CC(=O)[O-])=O.C(C)CC(CC(=O)[O-])=O (5-fluoro-4-iodo-2-pyridyl)hydrazine zirconium (ethylacetoacetate)